5-iodo-7-(tetrahydrofuran-3-yl)imidazo[5,1-f][1,2,4]triazin-4(3H)-one IC=1N=C(N2N=CNC(C21)=O)C2COCC2